tert-butyl N-(3-bromo-5-methoxy-phenyl)carbamate BrC=1C=C(C=C(C1)OC)NC(OC(C)(C)C)=O